3-hydroxy-2'-methoxy-2-naphthoanilide OC=1C(=CC2=CC=CC=C2C1)C(=O)NC1=C(C=CC=C1)OC